Cl.C(C)N1CC2=CC(=CC=C2C(C1)C)N(C)C1=C(C#N)C=CC=C1 ((2-Ethyl-4-methyl-1,2,3,4-tetrahydroisoquinolin-7-yl)(methyl)amino)benzonitrile hydrochloride